CN1C(=NC=C1)C(=O)OCCCN1N=C(C=2C(NCC3(CCOCC3)CC21)=O)CC 3-(3-ethyl-4-oxo-spiro[6,8-dihydro-5H-pyrazolo[4,3-c]azepine-7,4'-tetrahydropyran]-1-yl)propyl 1-methylimidazole-2-carboxylate